trimercaptotriazine C1(=S)C(=S)NNNC1=S